5-(oxiranylmethoxy)-2,3,4,9-tetrahydrocarbazole O1C(C1)COC1=C2C=3CCCCC3NC2=CC=C1